BrC1=C(SC(=C1Br)C(=O)OCC)C(=O)OCC diethyl 3,4-dibromothiophene-2,5-dicarboxylate